C12(CC3(CC(CC(C1)C3)C2)CCO)CCO tricyclo[3.3.1.13,7]decane-1,3-diethanol